CC1=CC=CC=C1N=C(N)NN=C(N)N o-Tolylbiguanidin